tricyclodecenyl acetate CC(=O)OC1CC2CC1C3C2CC=C3